C([O-])([O-])=O.[Zn+2].C(C)(C)(C)[Si](OCC1(CC1)S(=O)(=O)C1(CC1)C=C)(C1=CC=CC=C1)C1=CC=CC=C1 tert-butyldiphenyl-((1-((1-vinylcyclopropyl)sulfonyl)cyclopropyl)methoxy)silane zinc(II) carbonate